(R)-1-methoxypropan-2-yl p-toluenesulfonate CC1=CC=C(C=C1)S(=O)(=O)O[C@@H](COC)C